(S)-2-oxa-8-azaspiro[4.5]decan-4-amine dihydrochloride Cl.Cl.C1OC[C@H](C12CCNCC2)N